FC=1C=CC=2N(C1)C=NC2C[C@@H](C)N(C)C |r| (R/S)-1-(6-fluoroimidazo[1,5-a]pyridin-1-yl)-N,N-dimethylpropan-2-amine